BrC1=C(C(=NC=C1F)F)[N+](=O)[O-] 4-Bromo-2,5-difluoro-3-nitropyridine